4-Isopropyl-1,3-benzenediol C(C)(C)C1=C(C=C(C=C1)O)O